ClC1=CC(=C(C=N1)C=1N=NN(C1)C1CCC(CC1)C(=O)OC)NC(C)C Methyl 4-[4-[6-chloro-4-(isopropylamino)-3-pyridyl]triazol-1-yl]cyclohexanecarboxylate